6-(4-methylpiperazin-1-yl)pyridin-3-ylboronic acid hydrochloride Cl.CN1CCN(CC1)C1=CC=C(C=N1)B(O)O